C(CC)(=O)N[C@@H](CCC(=O)N[C@@H](CCCN)C(=O)O)C(=O)O N-propionyl-γ-L-glutamyl-L-ornithine